1-((2R,4S)-4-(4-amino-3-((2-(azetidin-1-yl)-4,6-difluorobenzo[d]thiazol-5-yl)ethynyl)-1H-pyrazolo[3,4-d]pyrimidin-1-yl)-2-(methoxymethyl)pyrrolidin-1-yl)prop-2-en-1-one NC1=C2C(=NC=N1)N(N=C2C#CC=2C(=CC1=C(N=C(S1)N1CCC1)C2F)F)[C@H]2C[C@@H](N(C2)C(C=C)=O)COC